1,1'-bis(di-tert-butylphosphino)-ferrocene palladium dichloride [Pd](Cl)Cl.C(C)(C)(C)P([C-]1C=CC=C1)C(C)(C)C.[C-]1(C=CC=C1)P(C(C)(C)C)C(C)(C)C.[Fe+2]